COC1=C2N(C=NC2=NC(=N1)N1N=CC(=C1)C(=O)OCC)CC1=CC=C(C=C1)OC Ethyl 1-(6-methoxy-7-(4-methoxy benzyl)-7H-purin-2-yl)-1H-pyrazole-4-carboxylate